C(C1=CC=CC=C1)N1C(=NC2=C1C=C(C=C2N)C=2C=NOC2C)C 1-benzyl-2-methyl-6-(5-methylisoxazol-4-yl)-1H-benzo[d]imidazol-4-amine